FC1=C2C=NN(C2=CC=C1C1=C(N=C2N1C=C(N=C2)C2=CC(=C(C=C2)F)C(F)(F)F)C(C)C)C2OCCCC2 4-fluoro-5-{6-[4-fluoro-3-(trifluoromethyl)phenyl]-2-(prop-2-yl)imidazo[1,2-a]Pyrazin-3-yl}-1-(oxacyclohex-2-yl)-1H-indazole